3-(hydroxymethyl)-2-methylazetidine-1-carboxylic acid cis-tert-butyl ester C(C)(C)(C)OC(=O)N1C(C(C1)CO)C